CN1CCC(CC1)CN 1-methyl-4-piperidylmethylamine